Methyl (2S)-3-(2-chlorophenyl)-2-{[2-(pyridin-4-yl)acetyl]amino}propanoate ClC1=C(C=CC=C1)C[C@@H](C(=O)OC)NC(CC1=CC=NC=C1)=O